BrCC(=O)N(CC1=CC(=CC=C1)C=1SC(=CC1)S(=O)(=O)NCCC)CC1=C(C=CC(=C1)Cl)OCCC 2-bromo-N-(5-chloro-2-propoxybenzyl)-N-(3-(5-(N-propylaminosulfonyl)thiophen-2-yl)benzyl)acetamide